Pentanoic acid chloromethyl ester ClCOC(CCCC)=O